FC(C(=O)N([C@@H](CC(C)C)C(=O)O)C)(C(CCCCCC)O)F N-(2,2-difluoro-3-hydroxynonanoyl)-N-methyl-L-leucine